(S)-N-(2-fluoro-5-((2-(2-methylpyrrolidin-1-yl)ethyl)carbamoyl)phenyl)-2-(1-(2-hydroxyethyl)-1H-pyrazol-4-yl)-1H-pyrrolo[2,3-b]pyridine-5-carboxamide FC1=C(C=C(C=C1)C(NCCN1[C@H](CCC1)C)=O)NC(=O)C=1C=C2C(=NC1)NC(=C2)C=2C=NN(C2)CCO